NC(CCC(=O)O)C γ-aminovaleric acid